N1(CCCC2=CC=CC=C12)CC(=O)O 3,4-dihydroquinolin-1(2H)-yl-acetic acid